CC=1C=C(C=C(C1)B1OC(C(O1)(C)C)(C)C)C1(CC1)NS(=O)(=O)C N-(1-(3-methyl-5-(4,4,5,5-tetramethyl-1,3,2-dioxaborolan-2-yl)phenyl)cyclopropyl)methanesulfonamide